C(CCC)OC(C1=C(C=CC(=C1)OC(C1=CC=C(C=C1)C#CC1=CC2=CC=C(C=C2C=C1)OCCCCCCO)=O)OC(C1=CC=C(C=C1)C#CC1=CC2=CC=C(C=C2C=C1)OCCCCCCO)=O)=O.BrC=1C=C2C=C(N=CC2=C(C1)Cl)NC(=O)C1CC1 N-(6-bromo-8-chloro-3-isoquinolinyl)cyclopropanecarboxamide butyl-2,5-bis[[4-[2-[6-(6-hydroxyhexoxy)-2-naphthyl]-ethynyl]benzoyl]oxy]benzoate